(S)-2-(3-fluoro-4-(2-methylpyrrolidin-1-yl)phenyl)pyrimidin-4-amine FC=1C=C(C=CC1N1[C@H](CCC1)C)C1=NC=CC(=N1)N